C1(CCCCC1)C12C([C@](N(CC1)CC2)(COC)CO)=O (1S,2R,4S)-4-cyclohexyl-2-(hydroxymethyl)-2-(methoxymethyl)quinuclidin-3-one